1-(6-(4-fluoro-1H-pyrazol-1-yl)pyridin-3-yl)ethanamine hydrochloride Cl.FC=1C=NN(C1)C1=CC=C(C=N1)C(C)N